N1C=C(C2=CC=CC=C12)CC(C)=O 1-(1H-indol-3-yl)propan-2-one